3-fluoro-2-(5-methoxypyridin-3-yl)-5-nitrobenzonitrile FC=1C(=C(C#N)C=C(C1)[N+](=O)[O-])C=1C=NC=C(C1)OC